C(C)C(COCC1(COC1)CC)CCCC 2-ethylhexyl(3-ethyl-3-oxetanylmethyl)ether